FC1=C(C=CC=C1)P(N(P(C1=C(C=CC=C1)[Si](C)(C)C)C1=CC=C(C=C1)[Si](CCCC)(CCCC)CCCC)C)C1=CC=C(C=C1)[Si](CCCC)(CCCC)CCCC 1-(2-fluorophenyl)-N-methyl-1-(4-(tributylsilyl)phenyl)-N-((4-(tributylsilyl)phenyl)(2-(trimethylsilyl)phenyl)phosphaneyl)phosphanamine